tert-butyl 4-(4-(2,3-dihydro-1H-pyrrolo[3,4-c]pyridine-2-carboxamido) phenyl)piperidine-1-carboxylate C1N(CC=2C=NC=CC21)C(=O)NC2=CC=C(C=C2)C2CCN(CC2)C(=O)OC(C)(C)C